C(C)OC=1C=CC2=C(OC3=C2C=CC(=C3F)OCC3=CC(=C(C(=C3)F)F)F)C1F 3-ethoxy-4,6-difluoro-7-[(3,4,5-trifluorophenyl)methoxy]Dibenzofuran